BrC1=C2C(=CC=C1)N(C(C21CCN(CC1)C(=O)C=1C=C2C=NNC2=CC1)=O)CC(N1CCCCC1)=O 4-bromo-1'-(1H-indazole-5-carbonyl)-1-[2-oxo-2-(1-piperidinyl)ethyl]spiro[indoline-3,4'-piperidin]-2-one